FC(OC1=CC2=C(N=C(S2)NC(OCCNC(C)C)=O)C=C1)(F)F 2-(Isopropylamino)ethyl (6-(trifluoromethoxy)benzo[d]thiazol-2-yl)carbamate